FC(C=1C=CC=2N(N1)C(=CN2)C2=CC(=NC=N2)N2CC(C(CC2)(F)F)CNS(=O)(=O)C)F N-((1-(6-(6-(difluoromethyl)imidazo[1,2-b]pyridazin-3-yl)pyrimidin-4-yl)-4,4-difluoropiperidin-3-yl)methyl)methanesulfonamide